S(=O)(=O)(O)C1=CC=C(C)C=C1.S(=O)(=O)(O)C1=CC=C(C)C=C1.S(=O)(=O)(O)C1=CC=C(C)C=C1.N1C(=NC2=C1C=CC=C2)[C@@H]2N(CC[C@H](C2)N)C (2R,4R)-2-(1H-benzo[d]imidazol-2-yl)-1-methylpiperidin-4-amine tritosylate